selenium-selenium dioxide [Se](=O)=O.[Se]